(3S)-N-methyltetrahydrofuran-3-amine CN[C@@H]1COCC1